methyl (S)-2-amino-3-tertiary-butoxypropionate N[C@H](C(=O)OC)COC(C)(C)C